C(\C=C\C(=O)O)(=O)O.C(C)N(C(C1=C(C=CC(=C1)F)OC1=C(N=CN=N1)N1CC2(CN(C2)[C@@H](C(C)C)CCCNCCOC)CC1)=O)C(C)C (R)-N-Ethyl-5-fluoro-N-isopropyl-2-((5-(2-(6-((2-methoxyethyl)amino)-2-methylhexan-3-yl)-2,6-diazaspiro[3.4]oct-6-yl)-1,2,4-triazin-6-yl)oxy)benzamide fumarate